C(CCCCCCCCCCCC(C)C)NCCC(=O)OC methyl β-isopentadecylaminopropionate